ClC=1C=2N(C=C(C1)S(=O)(=O)N(COCC[Si](C)(C)C)C1(COC1)C(F)F)C(=NC2)C=2SC(=NN2)C(F)F 8-Chloro-3-(5-(difluoromethyl)-1,3,4-thiadiazol-2-yl)-N-(3-(difluoromethyl)oxetane-3-yl)-N-((2-(trimethylsilyl)ethoxy)methyl)imidazo[1,5-a]pyridine-6-sulfonamide